O=C1N(CCC(N1)=O)C1=NC=C(C(=C1)CN1CCC(CC1)C=1SC2=C(N1)C=C(C(=C2)NC(C2=CN=C(C=C2)C(F)(F)F)=O)C(C)(C)O)F N-(2-(1-((2-(2,4-dioxotetrahydropyrimidin-1(2H)-yl)-5-fluoropyridin-4-yl)methyl)piperidin-4-yl)-5-(2-hydroxypropane-2-yl)benzo[d]thiazol-6-yl)-6-(trifluoromethyl)nicotinamide